O=C1N(C(C=C1)=O)CCCCCC(=O)N[C@H](C(=O)N[C@@H](CCCCNC(OC(C)(C)C)=O)C(NC1=CC=C(C=C1)CO)=O)C(C)C tertbutyl N-[(5S)-5-[(2S)-2-[6-(2,5-dioxo-2,5-dihydro-1H-pyrrol-1-yl)hexanamido]-3-methylbutanamido]-5-{[4-(hydroxymethyl)phenyl]carbamoyl}pentyl]carbamate